4-(methylamino)cyclohexanecarboxylic acid CNC1CCC(CC1)C(=O)O